CC1(N(C[C@@H](C1)CCCNC1=NC(=CC=C1)S(N)(=O)=O)C(=O)OC(C)(C)C)C tert-Butyl (4R)-2,2-dimethyl-4-[3-[(6-sulfamoyl-2-pyridyl)amino] propyl]pyrrolidine-1-carboxylate